NC=1C=C2CN(C(N(C2=C(C1C(=O)C1=C(C=CC(=C1)F)Cl)Br)CC1=C(C=C(C=C1)OC)OC)=O)CC#N {6-amino-8-bromo-7-[(2-chloro-5-fluorophenyl)carbonyl]-1-[(2,4-dimethoxyphenyl)methyl]-2-oxo-1,2,3,4-tetrahydroquinazolin-3-yl}acetonitrile